N[C@H]1CS(C2=C(N(C1=O)CC1=CC=C(C=C1)Cl)C=C(C(=C2)F)C2=NOC(=N2)C2(CC2)C(F)(F)F)(=O)=O (3R)-3-amino-5-[(4-chlorophenyl)methyl]-8-fluoro-1,1-dioxo-7-[5-[1-(trifluoromethyl)cyclopropyl]-1,2,4-oxadiazol-3-yl]-2,3-dihydro-1λ6,5-benzothiazepin-4-one